(R)-2-amino-3-cyano-4-methyl-4,5,6,7-tetrahydrobenzo[b]thiophene-4-carboxylic acid NC1=C(C2=C(S1)CCC[C@]2(C(=O)O)C)C#N